(S)-2-((4-(4-methyl-piperazin-1-yl)-5-(4-(2-oxopyrrolidin-1-yl)phenyl)pyrimidin-2-yl)amino)-6,6a,7,8-tetrahydro-9H-pyrido[2,3-b]pyrrolo[1,2-d][1,4]oxazin-9-one CN1CCN(CC1)C1=NC(=NC=C1C1=CC=C(C=C1)N1C(CCC1)=O)NC1=CC2=C(OC[C@H]3N2C(CC3)=O)N=C1